ClC1=CC=C(C=N1)O[C@@H]1CC[C@H](CC1)NC(C(CCCOC1=C(C=CC(=C1)C)C)(C)C)=O trans-N-(4-((6-chloropyridin-3-yl)oxy)cyclohexyl)-5-(2,5-dimethylphenoxy)-2,2-dimethylpentanamide